COC=1C=C(C=2CCCC2C1)O 6-methoxy-2,3-dihydro-1H-inden-4-ol